FC(C1=NN=C(S1)NC(=O)C1=NN2C(C(N(CC2)CCC(C)C)=O)=C1C)(F)F 3-Methyl-5-(3-methylbutyl)-4-oxo-4,5,6,7-tetrahydropyrazolo[1,5-a]pyrazine-2-carboxylic acid (5-trifluoromethyl-[1,3,4]thiadiazol-2-yl) amide